3-(5-(1-(4-(3-(dimethylamino)propoxy)benzyl)piperidin-4-yl)-4,6-difluoro-1-oxoisoindolin-2-yl)piperidine-2,6-dione CN(CCCOC1=CC=C(CN2CCC(CC2)C=2C(=C3CN(C(C3=CC2F)=O)C2C(NC(CC2)=O)=O)F)C=C1)C